BrC1=CC=C(C=C1)C=1C(=C(C(=C(C1C1=CC=C(C=C1)Br)C1=CC=C(C=C1)Br)C1=CC=C(C=C1)Br)C1=CC=C(C=C1)Br)C1=CC=C(C=C1)Br 4,4''-dibromo-3',4',5',6'-tetrakis(4-bromophenyl)-1,1':2',1''-terphenyl